FC=1C=C(C=C(C1)NCCN)NC(=O)NC1=C(C(=CC(=C1)Br)Br)CO 1-[3-fluoro-5-(2-aminoethylamino)phenyl]-3-(3,5-dibromo-2-hydroxymethylphenyl)urea